6-hydroxypyrene-2-carbaldehyde OC1=C2C=CC3=CC(=CC4=CC=C(C=C1)C2=C43)C=O